C[C@H]1CC2(OCC(CO2)CN2CCC(CC2)C)CCN1C(=O)[C@H](CC(C)C)N1C([C@@H](NCC1)CC(C)C)=O (S)-1-[(S)-1-({(S)-8-Methyl-3-[(4-methyl-1-piperidyl)methyl]-1,5-dioxa-9-aza-9-spiro[5.5]undecyl}carbonyl)-3-methylbutyl]-3-isobutyl-2-piperazinone